N-[(2R)-2-(hydroxymethyl)-6-[4-(hydroxymethyl)-1-piperidyl]-2-methyl-3H-benzofuran-5-yl]-6-methyl-pyrazolo[1,5-a]pyrimidine-3-carboxamide OC[C@@]1(OC2=C(C1)C=C(C(=C2)N2CCC(CC2)CO)NC(=O)C=2C=NN1C2N=CC(=C1)C)C